N-(3-(azetidin-3-yl)-9H-xanthen-9-yl)-2-oxo-6-(trifluoromethyl)-1,2-dihydropyridine-3-carboxamide N1CC(C1)C=1C=CC=2C(C3=CC=CC=C3OC2C1)NC(=O)C=1C(NC(=CC1)C(F)(F)F)=O